COC(CC[C@@H](C(=O)N)N1C(C2=CC=CC(=C2C1)OCCCN1C(C2=CC(=C(C=C2C1)Br)C)=O)=O)=O.COC=1C=C(CC(N)C)C=C(C1OCC)OC 3,5-dimethoxy-4-ethoxyamphetamine methyl-(S)-5-amino-4-(4-(3-(5-bromo-6-methyl-1-oxoisoindolin-2-yl)propoxy)-1-oxoisoindolin-2-yl)-5-oxopentanoate